N-(7-bromo-5-chloro-1-((2-(trimethylsilyl)ethoxy)methyl)-1H-pyrazolo[4,3-b]pyridin-3-yl)-N-(methylsulfonyl)methanesulfonamide BrC1=C2C(=NC(=C1)Cl)C(=NN2COCC[Si](C)(C)C)N(S(=O)(=O)C)S(=O)(=O)C